O=C1CC2(C1)CN(C2)C=2C=NC(=NC2)OC2=C(C=CC=C2)C(C)(C)C2=CC=C(OC1CC(C1)N)C=C2 (1r,3r)-3-(4-(2-(((5-(2-oxo-6-azaspiro[3.3]heptane-6-yl)pyrimidin-2-yl)oxy)phenyl)propan-2-yl)phenoxy)cyclobutylamine